ClC1=NC=CC(=C1C)C#CC=1N=CN(C1C)C1=NC=C(C=C1)C 4-[2-(2-Chloro-3-methyl-4-pyridyl)ethynyl]-5-methyl-1-(5-methyl-2-pyridyl)imidazole